OC=1C=CC(=NC1)NC(=O)C1=CC=C(C=C1)C1=CC=C(C=C1)OC N-(5-hydroxypyridin-2-yl)-4'-methoxybiphenyl-4-carboxamide